monohydroxysulfimide ON=[SH2]